NC(CC1=CNC2=CC=C(C=C12)O)CN 3-(2,3-diaminopropyl)-1H-indol-5-ol